O1CCC(=CC1)C=1C=CC=2N(C1)C(=C(N2)CC)N(C=2SC=C(N2)C2=CC=C(C=C2)F)C N-(6-(3,6-dihydro-2H-pyran-4-yl)-2-ethylimidazo[1,2-a]pyridin-3-yl)-4-(4-fluorophenyl)-N-methylthiazol-2-amine